9-Fluoro-8-(6-fluoro-1-methylsulfonyl-1H-indol-4-yl)-1,4,4,7-tetramethyl-5H-[1,2,4]triazolo[4,3-a]quinoxaline FC=1C(=C(C=C2NC(C=3N(C12)C(=NN3)C)(C)C)C)C3=C1C=CN(C1=CC(=C3)F)S(=O)(=O)C